N-[2-hydroxy-5-[(1RS)-1-hydroxy-2-[[(1RS)-2-(4-methoxyphenyl)-1-methylethyl]-amino]ethyl]phenyl]carboxamide (E)-2-butenedioic acid salt C(\C=C\C(=O)O)(=O)O.OC1=C(C=C(C=C1)[C@H](CN[C@@H](CC1=CC=C(C=C1)OC)C)O)NC=O |r|